(2,4-bis(3,6-di-tert-butyl-9H-carbazol-9-yl)phenyl)boronic acid C(C)(C)(C)C=1C=CC=2N(C3=CC=C(C=C3C2C1)C(C)(C)C)C1=C(C=CC(=C1)N1C2=CC=C(C=C2C=2C=C(C=CC12)C(C)(C)C)C(C)(C)C)B(O)O